(R or S)-4-(6-chloro-2-(3-(dimethylamino)azetidin-1-yl)-8-fluoro-4-(2,7-diazaspiro[3.5]nonan-2-yl)quinazolin-7-yl)naphthalen-2-ol ClC=1C=C2C(=NC(=NC2=C(C1C1=CC(=CC2=CC=CC=C12)O)F)N1CC(C1)N(C)C)N1CC2(C1)CCNCC2